BrC1=NC(=CC=C1)COCCC1=CC(=C(C(=C1)[N+](=O)[O-])OC)C1=NN(C=N1)C 2-bromo-6-((4-methoxy-3-(1-methyl-1H-1,2,4-triazol-3-yl)-5-nitrophenethoxy)methyl)pyridine